3-(ethoxymethyl)-10-ethyl-3-hydroxy-13-methyl-N-(o-tolyl)hexadecahydro-1H-cyclopenta[a]phenanthrene-17-carboxamide C(C)OCC1(CCC2(C3CCC4(C(CCC4C3CCC2C1)C(=O)NC1=C(C=CC=C1)C)C)CC)O